N-(4-(difluoromethyl)cyclohexyl)-6-methyl-2-(1-methyl-1H-imidazol-5-yl)pyrimidine-4-carboxamide FC(C1CCC(CC1)NC(=O)C1=NC(=NC(=C1)C)C1=CN=CN1C)F